C[Si](OCC(C)C)(CCC)C di(methyl)n-propyl(iso-butoxy)silane